N-((1r,3r)-3-((4-methoxy-5-(pyrazolo[1,5-a]pyridin-5-yl)-7H-pyrrolo[2,3-d]pyrimidin-2-yl)amino)-1-methylcyclobutyl)acetamide COC=1C2=C(N=C(N1)NC1CC(C1)(C)NC(C)=O)NC=C2C2=CC=1N(C=C2)N=CC1